methyl-3-azidopyridinecarbaldehyde CC1=C(C(=NC=C1)C=O)N=[N+]=[N-]